ClC1=NC=C(C(=C1)C1=C(C=NC(=C1)C)C(=O)NC=1SC2=C(N1)CN(C2)C(=O)C2=NC=NC=C2Cl)OC 2'-chloro-N-(5-(5-chloro-pyrimidine-4-carbonyl)-5,6-dihydro-4H-pyrrolo[3,4-d]thiazol-2-yl)-5'-methoxy-6-methyl-[4,4'-bipyridine]-3-carboxamide